cis-N-(5-(2-([2,2'-bipyrimidin]-5-yl)cyclopropyl)-2,3-difluorophenyl)-N-methyloxetan-3-amine N1=C(N=CC(=C1)[C@@H]1[C@@H](C1)C=1C=C(C(=C(C1)N(C1COC1)C)F)F)C1=NC=CC=N1